N-[5-(5-acetyl-2-fluorophenyl)-1H-indazol-3-yl]piperidine-3-carboxamide hydrochloride Cl.C(C)(=O)C=1C=CC(=C(C1)C=1C=C2C(=NNC2=CC1)NC(=O)C1CNCCC1)F